FC1=CC=C(C=C1)N1N=CC2=CC(=C(C=C12)C)C1(CN(CC1)C(=O)C1=CC=CC=C1)CC1=CN=C(S1)C (3-(1-(4-fluorophenyl)-6-methyl-1H-indazol-5-yl)-3-((2-methylthiazol-5-yl)methyl)pyrrolidin-1-yl)(phenyl)methanone